(2S)-2-(tert-butoxycarbonylamino)-4-methyl-pentanoic acid C(C)(C)(C)OC(=O)N[C@H](C(=O)O)CC(C)C